BrC=1C(=NC(=NC1)NC=1C(=NN(C1)C1CC2CCC(C1)N2C)C)NCCCN2C(C(OCCC2)(C)C)=O 4-(3-((5-bromo-2-((3-methyl-1-(8-methyl-8-azabicyclo[3.2.1]octan-3-yl)-1H-pyrazol-4-yl)amino)pyrimidin-4-yl)amino)propyl)-2,2-dimethyl-1,4-oxazepan-3-one